(1R,5S)-6-(4-fluorophenyl)-9,9-dimethyl-3,6-diazabicyclo[3.2.2]nonane FC1=CC=C(C=C1)N1[C@@H]2CNC[C@H](C1)CC2(C)C